(6-chloro-5-methylpyridin-3-yl)methylenepiperidin-2-one tert-butyl-(4S)-4-(1-fluoroethyl)-1,2,3-oxathiazolidine-3-carboxylate C(C)(C)(C)OC(=O)N1SOC[C@H]1C(C)F.ClC1=C(C=C(C=N1)C=C1C(NCCC1)=O)C